tert-butyl (1R,5S)-3-(7-bromo-8-fluoro-2-(((2R,7aS)-2-fluorotetrahydro-1H-pyrrolizin-7a(5H)-yl)methoxy)-6-(methyl-d3)quinazolin-4-yl)-3,8-diazabicyclo[3.2.1]octane-8-carboxylate BrC1=C(C=C2C(=NC(=NC2=C1F)OC[C@]12CCCN2C[C@@H](C1)F)N1C[C@H]2CC[C@@H](C1)N2C(=O)OC(C)(C)C)C([2H])([2H])[2H]